O[C@@]1([C@H]2C(N([C@@H]([C@@H]1O)C2)C(=O)OC(C)(C)C)=O)C (1R,4S,5R,6S)-tert-butyl 5,6-dihydroxy-5-methyl-3-oxo-2-azabicyclo[2.2.1]heptane-2-carboxylate